(2R,4R)-tert-butyl 4-(6-chloro-3,4-dihydroquinolin-1(2H)-yl)-2-(hydroxymethyl)-2-methylpyrrolidine-1-carboxylate ClC=1C=C2CCCN(C2=CC1)[C@@H]1C[C@](N(C1)C(=O)OC(C)(C)C)(C)CO